FC(C(=O)NC=1C=C(C(=O)NC2=CC(=CC=C2)CNC2=NC(=NC=3N2N=CC3C(C)C)O[C@H]3CNCCC3)C=CC1)=C (R)-3-(2-fluoroacrylamido)-N-(3-(((8-isopropyl-2-(piperidin-3-yloxy)pyrazolo[1,5-a][1,3,5]triazin-4-yl)amino)Methyl)phenyl)benzamide